BrC1=C(C=CC=C1F)SC(C)C (2-bromo-3-fluorophenyl)(isopropyl)sulfane